ClC1=CC=C(S1)CNC1=CC(=NN1C(C(CO)(C)C)=O)C1(C(NCCC1)=O)C 3-(5-{[(5-Chlorothiophen-2-yl)methyl]amino}-1-(3-hydroxy-2,2-dimethylpropanoyl)-1H-pyrazol-3-yl)-3-methylpiperidin-2-on